O-palmitoleoylcarnitine C(CCCCCCC\C=C/CCCCCC)(=O)OC(C[N+](C)(C)C)CC([O-])=O